(R)-3-(6-(4-((1-(4-((1R,2S)-6-hydroxy-2-phenyl-1,2,3,4-tetrahydronaphthalen-1-yl)phenyl)piperidin-4-yl)methyl)piperazin-1-yl)-1-methyl-1H-indazol-3-yl)piperidine-2,6-dione OC=1C=C2CC[C@@H]([C@@H](C2=CC1)C1=CC=C(C=C1)N1CCC(CC1)CN1CCN(CC1)C1=CC=C2C(=NN(C2=C1)C)[C@@H]1C(NC(CC1)=O)=O)C1=CC=CC=C1